3-methoxy-2-oxo-1H-quinoline-4-carboxylic acid ethyl ester C(C)OC(=O)C1=C(C(NC2=CC=CC=C12)=O)OC